4-(2-fluoro-4-(trifluoromethyl)benzoyl)pyrrolidin-2-one FC1=C(C(=O)C2CC(NC2)=O)C=CC(=C1)C(F)(F)F